NC1=NC=C(C=C1O[C@H](C)C=1C=C(C=CC1)NC(C1=CC(=CC=C1)N(C)C)=O)C1=CC(=C(C=C1)O)OC (R)-N-(3-(1-((2-amino-5-(4-hydroxy-3-methoxyphenyl)pyridin-3-yl)oxy)ethyl)phenyl)-3-(dimethyl-amino)benzamide